FC1=C(C=C(C=C1)C1=CC(=NC2=CC(=CC=C12)O)C)C 4-(4-fluoro-3-methylphenyl)-2-methylquinolin-7-ol